4-[5-[(rac)-1-[5-(3-Chlorophenyl)-3-isoxazolyl]ethoxy]-4-methyl-4H-1,2,4-triazol-3-yl]pyridine ClC=1C=C(C=CC1)C1=CC(=NO1)[C@@H](C)OC=1N(C(=NN1)C1=CC=NC=C1)C |r|